benzindentriol C1(C(=C(C2=CC=C3C(=C12)C=CC=C3)O)O)O